[(7R,9aR)-7-(4-chlorophenyl)-1,3,4,6,7,8,9,9a-octahydropyrido[1,2-a]pyrazin-2-yl]-[3-(3,5-difluorophenoxy)phenyl]methanone ClC1=CC=C(C=C1)[C@H]1CC[C@H]2N(CCN(C2)C(=O)C2=CC(=CC=C2)OC2=CC(=CC(=C2)F)F)C1